NC1=CC(=C(C(=N1)C1=C(C=C2C(=NC(=NC2=C1)OC[C@H]1N(CCC1)C)N1[C@H](CN(CC1)C(C=C)=O)C)Cl)C(F)(F)F)C 1-((S)-4-(7-(6-amino-4-methyl-3-(trifluoromethyl)pyridin-2-yl)-6-chloro-2-(((S)-1-methylpyrrolidin-2-yl)methoxy)quinazolin-4-yl)-3-methylpiperazin-1-yl)prop-2-en-1-one